4-([1,1'-biphenyl]-4-yl)piperazine-1-carboxylic acid quinuclidin-3-yl ester N12CC(C(CC1)CC2)OC(=O)N2CCN(CC2)C2=CC=C(C=C2)C2=CC=CC=C2